C1(=CC=CC=C1)C1=CSC=2N=C(N=C(C21)NCCOCCO)C2=NC=CC=C2 2-(2-{[5-phenyl-2-(pyridin-2-yl)thieno[2,3-d]pyrimidin-4-yl]amino}ethoxy)ethan-1-ol